ClC1=CC(=C(C2=C1CC(OC2=O)C)O)N[C@@H](CC2=CC=CC=C2)C(=O)O N-(5-chloro-3,4-dihydro-8-hydroxy-3-methyl-1-oxo-1H-2-benzopyran-7-yl)phenylalanine